CC1(CN=CC2=CC=C(C=C12)C1=NC(=NC=C1)NC1=CC(=C(C=C1)C)CS(=O)(=O)C)C 4,4-Dimethyl-6-(2-((4-methyl-3-((methylsulfonyl)methyl)phenyl)amino)pyrimidin-4-yl)-3,4-Dihydroisoquinolin